O=C1N(C=CC2=CC=NC=C12)CC(=O)OC(C)(C)C tert-butyl 2-(1-oxo-2,7-naphthyridin-2-yl)acetate